5-chloro-2,7-dimethyl-[1,3]oxazolo[5,4-b]pyridine ClC1=CC(=C2C(=N1)OC(=N2)C)C